N-(2-chloro-4-(trifluoromethyl)phenyl)-1-(5,6-dihydropyrrolo[3,4-c]pyrazol-2(4H)-yl)cyclobutane-1-carboxamide ClC1=C(C=CC(=C1)C(F)(F)F)NC(=O)C1(CCC1)N1N=C2C(=C1)CNC2